5-[4-(7,7-Difluoro-5-azaspiro[2.4]heptan-5-yl)pyrazolo[1,5-a]pyrazin-2-yl]-1H-pyrimidine-2,4-dione FC1(CN(CC12CC2)C=2C=1N(C=CN2)N=C(C1)C=1C(NC(NC1)=O)=O)F